C(C1=CC=CC=C1)(=O)ON1SC2=C(OC1)C=CC=C2 3,4-dihydro-2H-benzo[b][1,4,5]oxathiazin-2-yl benzoate